CC1([C@@H](C[C@]2(CO2)CC1)CN1C=NC2=C1C=C(C=C2)C#N)C |r| rac-1-(((3S,5R)-6,6-dimethyl-1-oxaspiro[2.5]octan-5-yl)methyl)-1H-benzo[d]imidazole-6-carbonitrile